(S)-Ethyl 3-(6-methoxypyridin-3-yl)-3-(2-(3-oxobutyl)-2-azaspiro[3.3]heptane-6-carboxamido)propanoate COC1=CC=C(C=N1)[C@H](CC(=O)OCC)NC(=O)C1CC2(CN(C2)CCC(C)=O)C1